FC1(CC2(CC(C2)N2CC=3N=C(N=CC3C2=O)SC)C1)F 6-(6,6-difluorospiro[3.3]heptan-2-yl)-2-(methylthio)-6,7-dihydro-5H-pyrrolo[3,4-d]pyrimidin-5-one